NCCNC1=CC(=NC2=CC(=CC=C12)C1=CC=NN1)N N4-(2-aminoethyl)-7-(1H-pyrazol-5-yl)quinoline-2,4-diamine